4-{4-[({3-[6-(dimethylamino)-4-methylpyridin-3-yl]-2,5-dimethylpyrazolo[1,5-a]pyrimidin-7-yl}(methyl)amino)methyl]phenyl}pyridine-2-carboxylic acid CN(C1=CC(=C(C=N1)C=1C(=NN2C1N=C(C=C2N(C)CC2=CC=C(C=C2)C2=CC(=NC=C2)C(=O)O)C)C)C)C